2-[4-[[(1s,3s)-3-hydroxycyclopentyl]amino]phthalazin-1-yl]-5-(trifluoromethyl)phenol O[C@@H]1C[C@H](CC1)NC1=NN=C(C2=CC=CC=C12)C1=C(C=C(C=C1)C(F)(F)F)O